2-cis-6-nonadienal C=CC=CCC(CCC)=O